N-(7-(tert-butyl)-5-oxo-5,7-dihydrofuro[3,4-b]pyridin-3-yl)-2'-fluoro-6',7'-dihydrospiro[cyclobutane-1,8'-cyclopenta[e]pyrazolo[1,5-a]pyrimidine]-6'-carboxamide C(C)(C)(C)C1OC(C=2C1=NC=C(C2)NC(=O)C2CC1(C3=C2C=NC=2N3N=C(C2)F)CCC1)=O